methyl γ-mercapto-β-methylsulfonylbutanoate SCC(CC(=O)OC)S(=O)(=O)C